1-[2,4-dichloro-5-(difluoromethoxy)phenyl]-3-[(1S)-1-(2-pyrimidin-2-yl-1,2,4-triazol-3-yl)ethyl]urea ClC1=C(C=C(C(=C1)Cl)OC(F)F)NC(=O)N[C@@H](C)C=1N(N=CN1)C1=NC=CC=N1